4-{5-[5-fluoro-2-(oxetan-3-yloxy)pyridin-4-yl]-1H-pyrazole-3-carbonyl}-N-[(1r,4r)-4-hydroxy-4-(trifluoromethyl)cyclohexyl]-4-azaspiro[2.5]octane-7-carboxamide FC=1C(=CC(=NC1)OC1COC1)C1=CC(=NN1)C(=O)N1C2(CC2)CC(CC1)C(=O)NC1CCC(CC1)(C(F)(F)F)O